COC(=O)C1=NN(C(C(=C1)Br)=O)C 5-bromo-1-methyl-6-oxo-1,6-dihydropyridazine-3-carboxylic acid methyl ester